2-(2-amino-ethoxy)-aniline NCCOC1=C(N)C=CC=C1